(R)-1-benzyl-6-chloro-3-methyl-1H-pyrido[2,3-b][1,4]oxazin-2(3H)-one C(C1=CC=CC=C1)N1C2=C(O[C@@H](C1=O)C)N=C(C=C2)Cl